3-(5-(2,5-diazabicyclo[2.2.1]heptan-2-yl)-7-fluoro-1-oxoisoindolin-2-yl)piperidine-2,6-dione C12N(CC(NC1)C2)C=2C=C1CN(C(C1=C(C2)F)=O)C2C(NC(CC2)=O)=O